3-[[(3R,4R)-4-[4-Chloro-2-(5-fluoro-2-pyridyl)-1H-imidazol-5-yl]-3-methyl-1-piperidyl]sulfonyl]-1-(3-hydroxyazetidin-1-yl)propan-1-one ClC=1N=C(NC1[C@H]1[C@H](CN(CC1)S(=O)(=O)CCC(=O)N1CC(C1)O)C)C1=NC=C(C=C1)F